CC1(N(CCC(C1)OC1=CC=CC=C1)C(=O)OC(C)(C)C)C tert-Butyl 2,2-dimethyl-4-phenoxy-piperidine-1-carboxylate